(1R,2S,4R)-2-methylcyclohexane-1,4-dicarboxylic acid 4-tert-butyl 1-methyl ester COC(=O)[C@H]1[C@H](C[C@@H](CC1)C(=O)OC(C)(C)C)C